(R)-1-(2-CYANOPHENYL)PIPERIDINE-3-CARBOXYLIC ACID C(#N)C1=C(C=CC=C1)N1C[C@@H](CCC1)C(=O)O